4-cyano-6-hydroxy-2,3-dihydro-1H-indene-2-carboxylate C(#N)C1=C2CC(CC2=CC(=C1)O)C(=O)[O-]